[Br-].CC=1N=C(SC1C)N1N([NH2+]C(=N1)C1=CC=CC=C1)C1=CC=CC=C1 3-(4,5-di-MethylThiazol-2-yl)-2,5-diphenylTetrazolium bromide